tetradecyl-cerium phosphate P(=O)([O-])([O-])[O-].C(CCCCCCCCCCCCC)[Ce+3]